1,4-Phenylene Diisocyanate C1(=CC=C(C=C1)N=C=O)N=C=O